(E)-3-phenyl-2-propenoate C1(=CC=CC=C1)/C=C/C(=O)[O-]